[O-][Mo](=O)(=O)[O-].[Ag+].[Ag+] silver(I) molybdate